rac-(2R,5S)-tert-butyl 2-(5-carbamoylthiophen-2-yl)-5-methylpiperidine-1-carboxylate C(N)(=O)C1=CC=C(S1)[C@@H]1N(C[C@H](CC1)C)C(=O)OC(C)(C)C |r|